ClC=1C(=CC(=C(C1)NC(=S)N1[C@@H]2CC[C@H]1CC=1C(=NC=CC12)F)F)C(F)(F)F (5R,8S)-N-(5-chloro-2-fluoro-4-(trifluoromethyl)phenyl)-1-fluoro-6,7,8,9-tetrahydro-5H-5,8-epiminocyclohepta[c]pyridine-10-carbothioamide